N-((1S)-2,2-dicyclopropyl-1-(6-((5-hydroxy-2-oxopiperidin-3-yl)methyl)imidazo[1,2-b]pyridazin-2-yl)ethyl)-1-ethyl-1H-pyrazole-5-carboxamide C1(CC1)C([C@@H](C=1N=C2N(N=C(C=C2)CC2C(NCC(C2)O)=O)C1)NC(=O)C1=CC=NN1CC)C1CC1